methyl 7-ethoxy-2-((tetrahydrofuran-3-yl)methyl)imidazo[1,2-a]pyridine-6-carboxylate C(C)OC1=CC=2N(C=C1C(=O)OC)C=C(N2)CC2COCC2